(4-amino-7-(4-methyloxazol-5-yl)-2-(2-(pyridin-2-yl)ethyl)-2H-[1,2,3]triazolo[4,5-c]pyridin-6-yl)benzonitrile NC1=NC(=C(C=2C1=NN(N2)CCC2=NC=CC=C2)C2=C(N=CO2)C)C2=C(C#N)C=CC=C2